FC(C=1N=CC2=C(C(C=3C=NC4=CC=CC=C4C32)=O)N1)(F)F 9-trifluoromethyl-7H-pyrimido[5',4':3,4]cyclopenta[1,2-c]quinolin-7-one